COC1=CC=C(C=C1)N1C(=NN=C1C)[C@@H]1CC[C@H](CC1)OC1=NC=CC=C1 trans-2-((4-(4-(4-Methoxyphenyl)-5-methyl-4H-1,2,4-triazol-3-yl)cyclohexyl)oxy)pyridin